CN(C1=NC(N(C2=CC(=CC=C12)N1C(CCC1)=O)C1=CC=CC=C1)=O)C 4-(dimethylamino)-7-(2-oxopyrrolidin-1-yl)-1-phenylquinazolin-2(1H)-one